(2R,3R,11bR)-3-(2,2-dimethylpropyl)-10-methoxy-9-(3,3,3-trifluoropropoxy)-1H,2H,3H,4H,6H,7H,11bH-pyrido[2,1-a]isoquinolin-2-ol CC(C[C@H]1[C@@H](C[C@H]2N(CCC3=CC(=C(C=C23)OC)OCCC(F)(F)F)C1)O)(C)C